azobisacetylene N(=NC#C)C#C